mono-methyl suberate C(CCCCCCC(=O)[O-])(=O)OC